NC1=C2C(=NC=N1)N(N=C2C)C(C)C=2C(=C(C(=C(C2)Cl)Cl)C2CN(C2)CC(C)(O)C)OC 1-(3-{3-[1-(4-Amino-3-methyl-1H-pyrazolo[3,4-d]pyrimidin-1-yl)ethyl]-5,6-dichloro-2-methoxyphenyl}azetidin-1-yl)-2-methylpropan-2-ol